BrCC1=CC=C(C=C1)CCCCC (bromomethyl)-4-pentylbenzene